C(#N)C(=CC1=C(N(C(=C1)C)C=1SC(=CC1C#N)C1=CC=NC=C1)C)C1=NC2=C(C=NC(=C2)OC)N1 2-(3-(2-cyano-2-(6-methoxy-3H-imidazo[4,5-c]pyridin-2-yl)vinyl)-2,5-dimethyl-1H-pyrrol-1-yl)-5-(pyridin-4-yl)thiophene-3-carbonitrile